FC(C(=O)O)(F)F.N1(CCC1)CCNC1=NC2=C(C=CC=C2N=C1CC1=CC=CC=C1)C N-(2-(azetidin-1-yl)ethyl)-3-benzyl-8-methylquinoxalin-2-amine trifluoroacetate